2-(N,N-bis(2-hydroxyethyl)aminomethyl)phenol OCCN(CCO)CC1=C(C=CC=C1)O